tert-butyl (2-(4-cyclopropyl-1,1,1-trifluoro-2-hydroxybut-3-yn-2-yl)-4-fluoro-5-(hydroxymethyl)phenyl)carbamate C1(CC1)C#CC(C(F)(F)F)(O)C1=C(C=C(C(=C1)F)CO)NC(OC(C)(C)C)=O